C1(CC1)C1=CC(=C2C=C(NC2=C1)C(=O)NC)B1OC(C(O1)(C)C)(C)C 6-cyclopropyl-N-methyl-4-(4,4,5,5-tetramethyl-1,3,2-dioxaborolan-2-yl)-1H-indole-2-carboxamide